1-chloro-2,4-difluoro-5-nitro-benzene ClC1=C(C=C(C(=C1)[N+](=O)[O-])F)F